6-bromo-8-fluoroisoquinolin-1(2H)-one BrC=1C=C2C=CNC(C2=C(C1)F)=O